C[C@@](N)(CC1CCCC1)C(=O)O α-methyl-β-cyclopentyl-D-alanine